(R and S)-2-Chloro-4-(4-(cyclopropanecarbonyl)-3-methylpiperazin-1-yl)pyrimidine-5-carbonitrile ClC1=NC=C(C(=N1)N1C[C@H](N(CC1)C(=O)C1CC1)C)C#N |r|